N-(3-amino-1-(cyclohexylamino)-1-oxopentan-2-yl)-N-cyclohexyl-2-iodobenzamide NC(C(C(=O)NC1CCCCC1)N(C(C1=C(C=CC=C1)I)=O)C1CCCCC1)CC